(R/S)-2-(3-hydroxy-3-(3-methoxyphenyl)azetidin-1-yl)-4-((1-(hydroxymethyl)cyclobutyl)amino)-6,7-dihydrothieno[3,2-d]pyrimidine 5-oxide OC1(CN(C1)C=1N=C(C2=C(N1)CC[S@]2=O)NC2(CCC2)CO)C2=CC(=CC=C2)OC |r|